C(#N)[C@H]1N(CCC1)C(CN(C(OC(C)(C)C)=O)C12CC3(C[C@@H](CC(C1)C3)C2)SCCCCCCC)=O tert-butyl (2-((S)-2-cyanopyrrolidin-1-yl)-2-oxoethyl)((1S,3R,5S)-3-(heptylthio)adamantan-1-yl)carbamate